Cl.Cl.NCC1=CC=C(C=C1)C=1N(N=C2C1N=CN(C2=O)CC2(CCN(CC2)CC2=CC=1C(=NSN1)C=C2)O)C 3-(4-(aminomethyl)phenyl)-6-((1-(benzo[c][1,2,5]thiadiazol-5-ylmethyl)-4-hydroxypiperidin-4-yl)methyl)-2-methyl-2,6-dihydro-7H-pyrazolo[4,3-d]pyrimidin-7-one dihydrochloride